C(C)N=C=NCC bisethyl-carbodiimide